OCC1=NN(C=C1S(=O)(=O)N)C(C)C 3-(hydroxymethyl)-1-isopropyl-1H-pyrazole-4-sulfonamide